C(C)OC(=C)C1=CC=CN=N1 6-(1-ethoxyethenyl)pyridazin